2-((1-(3-ethoxyphenyl)-5-isobutyl-1H-pyrazol-3-yl)amino)-5-(thiophen-2-yl)nicotinate C(C)OC=1C=C(C=CC1)N1N=C(C=C1CC(C)C)NC1=C(C(=O)[O-])C=C(C=N1)C=1SC=CC1